ethyl 4-(cyclopentylamino)-3-(6-methyl-7-oxo-6,7-dihydro-1H-pyrrolo[2,3-c]pyridin-4-yl)benzoate C1(CCCC1)NC1=C(C=C(C(=O)OCC)C=C1)C=1C2=C(C(N(C1)C)=O)NC=C2